OC(CCC1=CN=C2N1C=C(C(=C2)C(=O)NCC(F)(F)F)NC(C2=NC(=CC=C2)C(F)(F)F)=O)(C)C 3-(3-hydroxy-3-methylbutyl)-N-(2,2,2-trifluoroethyl)-6-(6-(trifluoromethyl)picolinamido)imidazo[1,2-a]pyridine-7-carboxamide